C1(CC1)C(CS(=O)(=O)O)C1=CC(=CC=C1)OCC1=CC(=C(C=C1)C1=CC(=NC=C1F)OC)CN(C(C)C)C(C)C 2-cyclopropyl-2-(3-((3-((diisopropylamino)methyl)-4-(5-fluoro-2-methoxypyridin-4-yl)benzyl)oxy)phenyl)ethanesulfonic acid